4-hydroxy-9-methyl-8-(2-(N-morpholinyl)-2-oxoethyl)-7-oxo-1,7-dihydro-2H-furo[3,2-f]chromene-5-carbaldehyde OC1=C2C(=C3C(=C(C(OC3=C1C=O)=O)CC(=O)N1CCOCC1)C)CCO2